2,2-dimethylpropionic acid (S)-methyl ester COC(C(C)(C)C)=O